(S)-2-(1-(3-chloro-5-fluoro-2-((4-methoxyphenoxy)methyl)phenyl)ethyl)isoindoline-1,3-dione ClC=1C(=C(C=C(C1)F)[C@H](C)N1C(C2=CC=CC=C2C1=O)=O)COC1=CC=C(C=C1)OC